FC[C@@H]1N2C(C=3N(N([C@@H](CC1)C)C2)C=C(C(C3O)=O)C(=O)NCC3=C(C=C(C=C3F)F)F)=O (1S,2R,5R)-5-(fluoromethyl)-8-hydroxy-2-methyl-7,9-dioxo-N-(2,4,6-trifluorobenzyl)-2,3,4,5,7,9-hexahydro-1,6-methanopyrido[1,2-b][1,2,5]triazonine-10-carboxamide